2-chloro-N-(1-ethyl-1H-tetrazol-5-yl)-3-(isopropylsulfinyl)-4-(methylsulfonyl)benzamide ClC1=C(C(=O)NC2=NN=NN2CC)C=CC(=C1S(=O)C(C)C)S(=O)(=O)C